O.O.O.O.C(C1=CC=C(C(=O)O)C=C1)(=O)O terephthalic acid, tetrahydrate